C[C@H](CC[C@H]([C@@](C)([C@H]1CC[C@@]2([C@@]1(CC[C@H]3C2=CC(=O)[C@H]4[C@@]3(C[C@@H]([C@@H](C4)O)O)C)C)O)O)O)CO The molecule is a 2beta-hydroxy steroid, a 3beta-hydroxy steroid, a 14alpha-hydroxy steroid, a 20-hydroxy steroid, a 26-hydroxy steroid, a 6-oxo steroid, a 22-hydroxy steroid and a phytoecdysteroid.